Imidazo[1,2-a]Pyrazine-3-carboxamide N=1C=C(N2C1C=NC=C2)C(=O)N